ClC=1C=CC(=NC1)C(C#N)=C1CCN(CC1)C(=O)N1CC2=C(CC1)NN=C2 2-(5-chloropyridin-2-yl)-2-(1-(4,5,6,7-tetrahydro-1H-pyrazolo[4,3-c]pyridine-5-carbonyl)piperidin-4-ylidene)acetonitrile